CSCCCCCCCC(C(=O)O)N pentahomomethionine